C1=CC=CC=2C3=CC=CC=C3C(C12)COC(=O)N[C@@H](CCCCNC(=O)OC(C)(C)C)C(=O)O N2-(((9H-fluoren-9-yl)methoxy)carbonyl)-N6-(t-butoxycarbonyl)-L-lysine